C(C)(C)(C)C1=NC=C(C=N1)C=1C=C2SC[C@@H](CN2C(C1C#N)=O)C (R)-8-(2-(tert-butyl)pyrimidin-5-yl)-3-methyl-6-oxo-3,4-dihydro-2H,6H-pyrido[2,1-b][1,3]thiazine-7-carbonitrile